NC=1C=C2C(=NC1)CNC2=O 3-amino-6,7-dihydropyrrolo[3,4-b]pyridin-5-one